ClC=1C(=NC(=NC1)N[C@H]1CN(CC1)CCC1CCN(CC1)CC1CCN(CC1)C1=CC=C(C=C1)[N+](=O)[O-])C1=CNC2=CC=CC=C12 (R)-5-chloro-4-(1H-indol-3-yl)-N-(1-(2-(1-((1-(4-nitrophenyl)piperidin-4-yl)methyl)piperidin-4-yl)ethyl)pyrrolidin-3-yl)pyrimidin-2-amine